C(CCCCCCCCCCCCCCCCCCCCCCCCCCCCCCCCCCCCCC)(=O)OCCCCCCCCCCCCCCCCCCC nonadecyl nonatriacontanoate